C(C=C)(=O)NC1=C(C=CC=C1)C1CCNC=2N1N=C(C2C(=O)N)C2=CC=C(C=C2)OC 7-(2-acrylamidophenyl)-2-(4-methoxyphenyl)-4,5,6,7-tetrahydropyrazolo[1,5-a]pyrimidine-3-carboxamide